N-cyclohexyl-imidazole C1(CCCCC1)N1C=NC=C1